CC1=C(C2=C(C=N1)CN(C2)C(CC2CN(C2)C=2C=NC=CC2)=O)C 1-(6,7-Dimethyl-1,3-dihydro-2H-pyrrolo[3,4-c]pyridin-2-yl)-2-[1-(pyridin-3-yl)azetidin-3-yl]ethanon